FC([C@H]1CNCC1)F (R)-3-(difluoromethyl)pyrrolidine